tert-butyl (E)-3-((3-(2,8-dimethylimidazo[1,2-b]pyridazin-6-yl)thieno[2,3-b]pyrazin-6-yl)methylene)pyrrolidine-1-carboxylate CC=1N=C2N(N=C(C=C2C)C2=CN=C3C(=N2)SC(=C3)\C=C/3\CN(CC3)C(=O)OC(C)(C)C)C1